N-cyclopropyl-2-(difluoromethoxy)-6-methoxy-4-(7-(piperazin-1-yl)imidazo[1,2-a]pyridin-3-yl)benzamide C1(CC1)NC(C1=C(C=C(C=C1OC)C1=CN=C2N1C=CC(=C2)N2CCNCC2)OC(F)F)=O